2-(1,2,3,5,6,7-Hexahydro-s-indacen-4-yl)-N-[(1-methyl-1H-pyrazol-4-yl)[2-(N-methylacetamido)ethyl]sulfamoyl]acetamide sodium salt [Na].C1CCC2=C(C=3CCCC3C=C12)CC(=O)NS(N(CCN(C(C)=O)C)C=1C=NN(C1)C)(=O)=O